C(C)(C)(C)C=1C=C(CO)C=C(C1)C(C)(C)C 3,5-di-tert-butyl-hydroxytoluene